N-(5-amino-6-methyl-3-pyridyl)-2-[(2S)-2-methylpyrrolidin-1-yl]acetamide NC=1C=C(C=NC1C)NC(CN1[C@H](CCC1)C)=O